(2r,4r)-2-(benzyloxy)-7-((2-(trimethylsilyl)ethoxy)methyl)-5,7-diazaspiro[3.4]octane-6,8-dione C(C1=CC=CC=C1)OC1CC2(C1)NC(N(C2=O)COCC[Si](C)(C)C)=O